dithiolenethione S1SC(C=C1)=S